ClC1=CC(=C(C=C1)N1CCC2(CC1)CNC1=CC=CC=C12)F 1'-(4-chloro-2-fluorophenyl)-1,2-dihydrospiro[indole-3,4'-piperidin]